O=C1N(C(C2=CC=CC=C12)=O)C1=NNC2=C1CN(CC2)C(=O)OC(C)(C)C Tert-Butyl 3-(1,3-dioxo-2,3-dihydro-1H-isoindol-2-yl)-1H,4H,5H,6H,7H-pyrazolo[4,3-c]pyridine-5-carboxylate